Cl.COC=1N=C2C(=CC=NC2=CC1OC)OC1=C(C=C(C=C1)NC(=O)C1=CN(C(=C(C1=O)C1=CC(=CC=C1)F)C)C(C)C)F N-[4-[(6,7-Dimethoxy-1,5-naphthyridin-4-yl)oxy]-3-fluorophenyl]-5-(3-fluorophenyl)-6-methyl-4-oxo-1-propan-2-ylpyridine-3-carboxamide hydrochloride